C(C)N(CCCOC1=C(C=C2C=CC(=NC2=C1)OC1=CC=CC=C1)OC)CC 7-{[3-(diethylamino)propyl]oxy}-6-methoxy-2-phenoxyquinoline